Methyl (3S,6S,10aR)-6-((tert-butoxycarbonyl)amino)-9-ethyl-9-hydroxy-5-oxodecahydropyrrolo[1,2-a]azocine-3-carboxylate C(C)(C)(C)OC(=O)N[C@H]1CCC(C[C@@H]2N(C1=O)[C@@H](CC2)C(=O)OC)(O)CC